tert-butyl N-[3-cyano-1'-(5-cyano-2-methylsulfanyl-pyrimidin-4-yl)spiro[6,7-dihydro-5H-benzothiophene-4,3'-azetidine]-2-yl]carbamate C(#N)C1=C(SC2=C1C1(CN(C1)C1=NC(=NC=C1C#N)SC)CCC2)NC(OC(C)(C)C)=O